1-(5-(8-amino-3-(3-hydroxy-3-methylcyclobutyl)-6-methylimidazo[1,5-a]pyrazin-1-yl)-4-fluoroindolin-1-yl)-2-hydroxy-2-(6-methylpyridin-2-yl)ethanone NC=1C=2N(C=C(N1)C)C(=NC2C=2C(=C1CCN(C1=CC2)C(C(C2=NC(=CC=C2)C)O)=O)F)C2CC(C2)(C)O